O[C@@H]1C[C@H](N(C1)C(C(C(C)C)N1N=CC(=C1)C)=O)C(=O)NCC1=C(C=C(C=C1)C1=C(N=CS1)C)OC1CCNCC1 (2S,4R)-4-hydroxy-1-(3-methyl-2-(4-methyl-1H-pyrazol-1-yl)butanoyl)-N-(4-(4-methylthiazol-5-yl)-2-(piperidin-4-yloxy)benzyl)pyrrolidine-2-carboxamide